C(C)(C)(C)OC(=O)NCCCCCCN1C(=CC2=CC=C(C=C12)C1=C(C=CC=C1)C(=O)OC(C)(C)C)C1=NC2=C(N1C)C(=CC(=C2)C(=O)OC)OC methyl 2-(1-(6-((tert-butoxycarbonyl)amino)hexyl)-6-(2-(tert-butoxycarbonyl)phenyl)-1H-indol-2-yl)-7-methoxy-1-methyl-1H-benzo[d]imidazole-5-carboxylate